6-(2-chloro-6-methyl-phenyl)-8-methyl-2-[3-methyl-4-(4-piperidyl)anilino]-7H-pyrimido[4,5-d]Pyrimidin-5-one ClC1=C(C(=CC=C1)C)N1CN(C2=C(C1=O)C=NC(=N2)NC2=CC(=C(C=C2)C2CCNCC2)C)C